FC1=C(C(=O)C2CC=CCC2C(=O)O)C=CC(=C1)C1=CC(=NN1C1OCCCC1)C 6-{2-Fluoro-4-[3-methyl-1-(tetrahydro-2H-pyran-2-yl)-1H-pyrazol-5-yl]benzoyl}cyclohex-3-ene-1-carboxylic acid